FC(OC1=CC(=C(N=N1)C)B1OC(C(O1)(C)C)(C)C)F 6-(difluoromethoxy)-3-methyl-4-(4,4,5,5-tetramethyl-1,3,2-dioxaborolan-2-yl)pyridazine